C1(CC1)[C@]1(OC2=C(C1)C=C(C(=C2)N2CCN(CC2)CC(F)F)NC(=O)C=2C=NN1C2N=CC=C1)C N-[(2S)-2-cyclopropyl-6-[4-(2,2-difluoroethyl)piperazin-1-yl]-2-methyl-3H-benzofuran-5-yl]pyrazolo[1,5-a]pyrimidine-3-carboxamide